[Mn].[Co].[Ni].[Li].C(#N)C=1C=CC(=C(C1)C1=CC(=NC=C1C(=O)NC=1SC2=NC(=CC=C2N1)C1=CC=C(C=C1)NC(CC)=O)C)OC 4-(5-cyano-2-methoxyphenyl)-6-methyl-N-(5-(4-propionamidophenyl)thiazolo[5,4-b]pyridin-2-yl)nicotinamide Lithium Nickel-Cobalt-Manganese